2-[6-(ethoxycarbonyl)-5-methyl-2,4-dioxo-1-[2-[2-(trifluoromethoxy)phenyl]ethyl]-1H,2H,3H,4H-thieno[2,3-d]pyrimidin-3-yl]-2-methylpropionic acid C(C)OC(=O)C1=C(C2=C(N(C(N(C2=O)C(C(=O)O)(C)C)=O)CCC2=C(C=CC=C2)OC(F)(F)F)S1)C